2-(6-bromo-2-chloronicotinamido)benzo[d]thiazole-6-carboxylic acid BrC1=NC(=C(C(=O)NC=2SC3=C(N2)C=CC(=C3)C(=O)O)C=C1)Cl